5-aminothiophene-2-formamide NC1=CC=C(S1)C(=O)N